3,5-dihydroxy-2-naphthoic acid OC=1C(=CC2=CC=CC(=C2C1)O)C(=O)O